4-[1-(4-amino-3-methyl-1H-pyrazolo[3,4-d]pyrimidin-1-yl)ethyl]-6-chloro-2-[1-(ethylsulfonyl)azetidin-3-yl]-3-methoxybenzonitrile NC1=C2C(=NC=N1)N(N=C2C)C(C)C2=C(C(=C(C#N)C(=C2)Cl)C2CN(C2)S(=O)(=O)CC)OC